L-glutamic acid alpha-tert-butyl ester CC(C)(C)OC(=O)[C@H](CCC(=O)O)N